(4R,5S)-4-acetylamino-5-((dibenzo[b,d]thiophen-2-ylmethyl)amino)-3-(pent-3-yloxy)cyclohex-1-ene-1-carboxylic acid C(C)(=O)N[C@H]1C(C=C(C[C@@H]1NCC1=CC2=C(SC3=C2C=CC=C3)C=C1)C(=O)O)OC(CC)CC